CCCCCC/C=C\CCCCCCCC(=O)OC[C@H](COP(=O)(O)OC[C@@H](C(=O)O)N)OC(=O)CCCCCCC/C=C\CCCCCC 1,2-di-(9Z-hexadecenoyl)-sn-glycero-3-phosphoserine